FC1=C(C=C(C=C1)F)[C@@H]1N(CCC1)C1=NC=2N(C=C1)N=CC2C(=O)NC2=NC=CC=C2C (R)-5-(2-(2,5-difluorophenyl)pyrrolidin-1-yl)-N-(3-methylpyridin-2-yl)pyrazolo[1,5-a]-pyrimidine-3-carboxamide